CNCCC=1OC2=C(C1)C=CC=C2 N-Methylaminoethyl-Benzofuran